ISOPROPYL BICYCLO[2.2.1]HEPT-5-ENE-2-CARBOXYLATE C12C(CC(C=C1)C2)C(=O)OC(C)C